4-(2-hydroxypropan-2-yl)-2,6-dimethylbenzoic Acid OC(C)(C)C1=CC(=C(C(=O)O)C(=C1)C)C